C1(=CC=CC=C1)[C@H](C)NC1=C2C(=NN(C2=NC(=N1)C1=CC=C(C(=O)O)C=C1)C)CC p-{4-[(S)-1-phenylethylamino]-3-ethyl-1-methyl-1H-1,2,5,7-tetraazainden-6-yl}benzoic acid